ethyl (2Z)-3-benzyl-2-(1H-pyrrolo[2,3-b]pyridine-3-carbonylimino)thiazole-4-carboxylate C(C1=CC=CC=C1)N1/C(/SC=C1C(=O)OCC)=N/C(=O)C1=CNC2=NC=CC=C21